FC(C=1C=NC(=NC1)C=1C=C2C=CN(C(C2=C(C1F)F)=O)CCC[C@H](CC)NC=1C=NNC(C1C(F)(F)F)=O)F (S)-6-(5-(difluoromethyl)pyrimidin-2-yl)-7,8-difluoro-2-(4-((6-oxo-5-(trifluoromethyl)-1,6-dihydropyridazin-4-yl)amino)hexyl)isoquinolin-1(2H)-one